ethyl (S)-2-(tert-butoxy)-2-(7-(4-chlorophenyl)-2-(1-(2-(dimethylamino)ethyl)-3-(piperidin-4-yl)-1H-indazol-5-yl)-5-methylbenzo[d]thiazol-6-yl)acetate C(C)(C)(C)O[C@H](C(=O)OCC)C1=C(C2=C(N=C(S2)C=2C=C3C(=NN(C3=CC2)CCN(C)C)C2CCNCC2)C=C1C)C1=CC=C(C=C1)Cl